(2R/S)-tetrahydrofuran O1CCCC1